(R)-1-(7-chloro-8-fluoro-5-methoxy-2-(methylthio)pyrido[4,3-d]pyrimidin-4-yl)piperidine ClC1=C(C=2N=C(N=C(C2C(=N1)OC)N1CCCCC1)SC)F